N-(4-nitrophenyl)thieno[2,3-d]pyrimidin-4-amine [N+](=O)([O-])C1=CC=C(C=C1)NC=1C2=C(N=CN1)SC=C2